C(C1=CC=CC=C1)N1CC(NCC1)C1=CC=C(C=C1)F 1-benzyl-3-(4-fluorophenyl)piperazine